tert-Butyl 7-(3-amino-8-chloro-7-fluoroisoquinolin-6-yl)-8-methyl-4-methylene-3,4-dihydro-1,5-naphthyridine-1(2H)-carboxylate NC=1N=CC2=C(C(=C(C=C2C1)C1=CN=C2C(CCN(C2=C1C)C(=O)OC(C)(C)C)=C)F)Cl